CC(C(C)N)(N)C Dimethyl-1,2-propanediamine